COC(=O)C1=CN(C2=CC(=C(C=C2C1=O)F)F)C1CC1 1-cyclopropyl-4-oxo-6,7-difluoro-1,4-dihydroquinoline-3-carboxylic acid methyl ester